Cl.COC(=O)C1=CC2=C(NC(N2C2CNC2)=O)C=C1.BrC1=C(C=C(C(=C1)F)Cl)C 1-bromo-2-methyl-4-chloro-5-fluorobenzene methyl-3-(azetidin-3-yl)-2-oxo-2,3-dihydro-1H-benzo[d]imidazole-5-carboxylate hydrochloride